COC1=CC=C(C=N1)[C@H](CC(=O)OCC)N1C(C=2N(CC1)C=C(C2)CCC2=NC=1NCCCC1C=C2)=O Ethyl (S)-3-(6-methoxypyridin-3-yl)-3-(1-oxo-7-(2-(5,6,7,8-tetrahydro-1,8-naphthyridin-2-yl)ethyl)-3,4-dihydropyrrolo[1,2-a]pyrazin-2(1H)-yl)propanoate